CN1N=CC=2C1=CN=C(C2)C2=C(N=C1N2C=CC=N1)C1=NC(=CC=C1)C 1-methyl-5-(2-(6-methylpyridin-2-yl)imidazo[1,2-a]pyrimidin-3-yl)-1H-pyrazolo[3,4-c]pyridine